3-bromo-4-(ethoxymethoxy)thiophene BrC1=CSC=C1OCOCC